N1(CCCC1)CCOC1=NC(=CC(=C1)Cl)C1=CC=C(C=C1)OC 2-(2-(pyrrolidin-1-yl)ethoxy)-4-chloro-6-(4-methoxyphenyl)pyridine